NC1=C(C=C(C=C1C)C1=CC(=C(C(=C1)C)N)O)O 4,4'-diamino-3,3'-dihydroxy-5,5'-dimethylbiphenyl